2-(3-bromo-5-tolyl)-4,4,5,5-tetramethyl-1,3,2-dioxaborolan BrC=1C=C(C=C(C1)B1OC(C(O1)(C)C)(C)C)C